1-(6-chloro-3-fluoropyridin-2-yl)ethanol ClC1=CC=C(C(=N1)C(C)O)F